Tert-butyl N-[4-[[5-(3,6-dihydro-2H-pyran-4-yl)-7-(2-trimethylsilylethoxymethyl)pyrrolo[2,3-d]pyrimidin-4-yl]amino]cyclohexyl]-N-methyl-carbamate O1CCC(=CC1)C1=CN(C=2N=CN=C(C21)NC2CCC(CC2)N(C(OC(C)(C)C)=O)C)COCC[Si](C)(C)C